O=C1C(CNC1)C(=O)O 4-OXOPYRROLIDINE-3-CARBOXYLIC ACID